FC1=C(C=C(C(=C1)C(F)(F)F)C1=NN(C=N1)C)NC(=O)N1[C@@H]2C[C@@H](CC[C@]1(C2)C=2OC(=NN2)C)C (1S,4R,6R)-N-(2-fluoro-5-(1-methyl-1H-1,2,4-triazol-3-yl)-4-(trifluoromethyl)phenyl)-4-methyl-1-(5-methyl-1,3,4-oxadiazol-2-yl)-7-azabicyclo[4.1.1]octane-7-carboxamide